BrC1=CC(=C2CN(CC2=C1)C(=O)OC(C)(C)C)F tert-butyl 6-bromo-4-fluoro-1,3-dihydroisoindole-2-carboxylate